N-(3-chloro-4-fluorophenyl)-5-(isoxazol-3-yl)-2-methyl-2H-1,2,6-thiadiazine-3-carboxamide 1,1-dioxide ClC=1C=C(C=CC1F)NC(=O)C=1N(S(N=C(C1)C1=NOC=C1)(=O)=O)C